2,6-dichloro-N-methyl-4-(piperazin-1-yl)benzamide ClC1=C(C(=O)NC)C(=CC(=C1)N1CCNCC1)Cl